2-(4-cyclopropyl-6-methoxypyrimidin-5-yl)-N-(4-(1-methyl-4-(trifluoromethyl)-1H-imidazol-2-yl)benzyl)-6,7-dihydro-5H-pyrrolo[2,3-d]pyrimidin-4-amine C1(CC1)C1=NC=NC(=C1C=1N=C(C2=C(N1)NCC2)NCC2=CC=C(C=C2)C=2N(C=C(N2)C(F)(F)F)C)OC